[Na].BrC(C)CBr 2,3-dibromopropane sodium